(5-amino-1,3,4-thiadiazol-2-yl)(pyrrolidin-1-yl)methanone NC1=NN=C(S1)C(=O)N1CCCC1